2-(cyclopropylthio)-4-(6-fluoro-3,4-dihydroisoquinolin-2(1H)-yl)-6-methylaniline-d 2-fluoroethyl-N-[6-(cyclopropylmethoxy)-5-(3-methoxyazetidin-1-yl)pyridine-2-carbonyl]-L-leucinate FCCOC([C@@H](NC(=O)C1=NC(=C(C=C1)N1CC(C1)OC)OCC1CC1)CC(C)C)=O.C1(CC1)SC1=C(N[2H])C(=CC(=C1)N1CC2=CC=C(C=C2CC1)F)C